C(C)(C)(C)[S@](=O)N=C(C)C1=C(C=CC=C1)NC(C)=O (S)-N-(2-(1-((tert-butylsulfinyl)imino)ethyl)phenyl)acetamide